phenyl(biphenylyl)(phenyldibenzofuranyl)[phenyl(biphenylyl)triazinyl]biphenyl C1(=CC=CC=C1)C=1C(=C(C(=C(C1)C1=CC=CC=C1)C1=NN=NC(=C1C1=C(C=CC=C1)C1=CC=CC=C1)C1=CC=CC=C1)C1=C(C=CC=2OC3=C(C21)C=CC=C3)C3=CC=CC=C3)C3=C(C=CC=C3)C3=CC=CC=C3